2-amino-1,5-naphthalenedisulfonic acid NC1=C(C=2C=CC=C(C2C=C1)S(=O)(=O)O)S(=O)(=O)O